C(#C)C1=CC2=CC=CC=C2C=C1OC 2-ethynyl-3-methoxynaphthalene